CC1=C(C=CC(=C1)C)C[C@H](CCO)NC(OC(C)(C)C)=O |r| tert-butyl N-[rac-1-[(2,4-dimethylphenyl)methyl]-3-hydroxy-propyl]carbamate